Cl.N1CC(C1)(CO)CO azetidine-3,3-diyl-dimethanol hydrochloride